COC(=O)C1CN(C1)C=1N=NC(=CC1N)C1=C(C=CC(=C1)Cl)F 1-[4-amino-6-(5-chloro-2-fluorophenyl)pyridazin-3-yl]azetidine-3-carboxylic acid methyl ester